N1=C(C=CC=C1)CNCC1=CC=C(C=C1)CN(C1CCCC=2C=CC=NC12)CCNCC1=NC=CC=C1 N-(2-pyridinylmethyl)-N'-[2-[(2-pyridinylmethyl)amino]ethyl]-N'-(5,6,7,8-tetrahydro-8-quinolinyl)-1,4-benzenedimethanamine